C(CCCCCCCCCCCCCCC)(=O)[O-].C(CCCCCCCCCCCCCCC)(=O)[O-].C(CCCCCCCCCCCCCCC)(=O)[O-].C(C)(C)O[Ti+3] isopropoxytitanium tripalmitate